C(C)OC1=C(C(NC=C1)=O)C(=O)NC\C=C\S(=O)(=N)C1=CC(=C(C=C1)OC)F 4-ethoxy-N-[(2E)-3-[(3-fluoro-4-methoxyphenyl)(imino)oxo-λ6-sulfanyl]prop-2-en-1-yl]-2-oxo-1,2-dihydropyridine-3-carboxamide